(2-trimethylsiloxyethyl)-2-methyl-2-methyltelluro-propionate C[Si](OCCOC(C(C)([Te]C)C)=O)(C)C